3,6-dichloro-1-(3-((1-((1r,4r)-4-methoxycyclohexyl)-4-nitro-1H-pyrazol-3-yl)oxy)propyl)-1H-pyrazolo[3,4-d]pyrimidine ClC1=NN(C2=NC(=NC=C21)Cl)CCCOC2=NN(C=C2[N+](=O)[O-])C2CCC(CC2)OC